4-(((1-(1-(1-(4-fluorophenyl)cyclobutane-1-carbonyl)piperidin-4-yl)-1H-pyrazol-4-yl)methyl)amino)isoindoline-1,3-dione FC1=CC=C(C=C1)C1(CCC1)C(=O)N1CCC(CC1)N1N=CC(=C1)CNC1=C2C(NC(C2=CC=C1)=O)=O